FC=1C(=C(C=CC1F)[C@@H]1[C@H](O[C@]([C@H]1C)(C(F)(F)F)C)C(=O)NC1=CC(=NC=C1)C(=O)N)OC 4-((2S,3R,4S,5R)-3-(3,4-difluoro-2-methoxyphenyl)-4,5-dimethyl-5-(trifluoromethyl)tetrahydrofuran-2-carboxamido)picolinamide